N-(4-fluoro-3-((3-(9-(tetrahydro-2H-pyran-2-yl)-9H-purin-6-yl)pyridin-2-yl)amino)phenyl)-4-(trifluoromethyl)-picolinamide FC1=C(C=C(C=C1)NC(C1=NC=CC(=C1)C(F)(F)F)=O)NC1=NC=CC=C1C1=C2N=CN(C2=NC=N1)C1OCCCC1